N-(3-chloro-5-(trifluoromethyl)phenyl)-5-hydroxy-3-(3-(trifluoromethyl)phenyl)-7-oxabicyclo[2.2.1]heptane-2-carboxamide ClC=1C=C(C=C(C1)C(F)(F)F)NC(=O)C1C2CC(C(C1C1=CC(=CC=C1)C(F)(F)F)O2)O